C(CCC)[Si](C1=CC=C(C=C1)P(N(C(C1=CC=CC=C1)=O)P(C1=C(C=CC=C1)C(F)(F)F)C1=CC=C(C=C1)[Si](CCCC)(CCCC)CCCC)C1=C(C=CC=C1)C(F)(F)F)(CCCC)CCCC N,N-bis((4-(tributylsilyl)phenyl)(2-(trifluoromethyl)phenyl)phosphino)benzamide